N-(cyclobutylmethyl)-1-[5-[[4-(6-methoxy-1H-indazol-4-yl)triazol-1-yl]methyl]pyrimidin-2-yl]piperidin-3-amine C1(CCC1)CNC1CN(CCC1)C1=NC=C(C=N1)CN1N=NC(=C1)C1=C2C=NNC2=CC(=C1)OC